COC1=C(CC=2C(=C(C=C(C2)[N+](=O)[O-])S(=O)(=O)N)N2N=C(C=C2)F)C=CC(=C1)OC (2,4-dimethoxybenzyl)-2-(3-fluoro-1H-pyrazol-1-yl)-5-nitrobenzenesulfonamide